2,2,4-Trimethylpentyltrimeth-oxysilan CC(C[Si](OC)(OC)OC)(CC(C)C)C